BrC=1C(=C(COC2=C3CC4=C(CN(CC4=C2)C(CCC(=O)OCC)=O)C=C3)C=CC1)C ethyl 4-(6-((3-bromo-2-methylbenzyl) oxy)-1H-benzo[des]isoquinolin-2(3H)-yl)-4-oxobutanoate